C(CC(=O)C)(=O)NC1=C(C(=O)OC)C=CC=C1 methyl 2-(acetoacetylamino)benzoate